L-4-hydroxyindole OC1=C2C=CNC2=CC=C1